ClC=1N=C(C2=C(N1)C(=C(S2)I)C)N(C(OC(C)(C)C)=O)CC=2OC=CC2 tert-Butyl (2-chloro-6-iodo-7-methylthieno[3,2-d]pyrimidin-4-yl)(furan-2-ylmethyl)carbamate